2'-((3-(2,2-difluoro-3-methoxypropoxy)-1H-pyrazol-4-yl)amino)-7'-((1R,3R)-3-hydroxycyclohexyl)spiro[cyclopropane-1,5'-pyrrolo[2,3-d]pyrimidin]-6'(7'H)-one FC(COC1=NNC=C1NC=1N=CC2=C(N1)N(C(C21CC1)=O)[C@H]1C[C@@H](CCC1)O)(COC)F